FC1=C(C=CC(=C1C)OC1=CC2=C(N(N=N2)C)C=C1)NC1=NC=NC2=C1N=C(N=C2)N2CC1(CCN1C(C=C)=O)C2 1-(6-(8-((2-fluoro-3-methyl-4-((1-methyl-1H-benzo[d][1,2,3]triazol-5-yl)oxy)phenyl)amino)pyrimido[5,4-d]pyrimidin-2-yl)-1,6-diazaspiro[3.3]heptan-1-yl)prop-2-en-1-one